C(C)(C)(C)OC(=O)N1C[C@H]2C=C[C@@H](C1)N2C(=O)OC(C)(C)C (1R,5S)-3,8-diazabicyclo[3.2.1]oct-6-ene-3,8-dicarboxylic acid di-tert-butyl ester